N-(3-dimethylaminopropyl)-ethyl-carbodiimide hydrochloride Cl.CN(CCCN=C=NCC)C